difluoro ketone FC(=O)F